CCCCCCCCCCCCCCCC(=O)OC(CC(=O)[O-])C[N+](C)(C)C The molecule is an O-acylcarnitine having palmitoyl (hexadecanoyl) as the acyl substituent. It has a role as a metabolite. It derives from a hexadecanoic acid.